cis-5-(3-((S)-3-(3,5-difluorophenyl)isoxazolidine-2-carbonyl)cyclobutoxy)-2-fluorobenzonitrile FC=1C=C(C=C(C1)F)[C@H]1N(OCC1)C(=O)[C@H]1C[C@H](C1)OC=1C=CC(=C(C#N)C1)F